L-2,3-dichlorophenol ClC1=C(C=CC=C1Cl)O